3-Bromo-6-((3S,5R)-3,5-dimethylpiperazin-1-yl)imidazo[1,2-b]pyridazine BrC1=CN=C2N1N=C(C=C2)N2C[C@@H](N[C@@H](C2)C)C